5-(4-(3-(5-ethyl-6-methoxypyridin-2-yl)cyclopentyl)piperazin-1-yl)-6-fluoro-N-methylpicolinamide C(C)C=1C=CC(=NC1OC)C1CC(CC1)N1CCN(CC1)C=1C=CC(=NC1F)C(=O)NC